OC1CCC(CC1)N(C1=C2C(=NC=C1C(=O)OCC)NC=C2)C ethyl 4-(((1S,4S)-4-hydroxycyclohexyl)(methyl)amino)-1H-pyrrolo[2,3-b]pyridine-5-carboxylate